C(C1=CC=CC=C1)OC[C@@H]1[C@](OC2=C1C(=C(C(=C2)F)Cl)C2=C(C(=CC=C2C#N)OC)F)(C2=CC=CC=C2)CN(C(OCCCC)=O)C butyl (((2S,3R,4S)-3-((benzyloxy)methyl)-5-chloro-4-(6-cyano-2-fluoro-3-methoxyphenyl)-6-fluoro-2-phenyl-2,3-dihydrobenzofuran-2-yl)methyl)(methyl)carbamate